1-(10-(1-(benzyloxy)ethyl)-9,9-dimethyl-7-(pyrrolidin-1-yl)anthracen-2(9H)-ylidene)pyrrolidin-1-ium iodide [I-].C(C1=CC=CC=C1)OC(C)C1=C2C=CC(C=C2C(C2=CC(=CC=C12)N1CCCC1)(C)C)=[N+]1CCCC1